CC=1C=NN2C1C=CC(=C2)C(=O)O 3-methylpyrazolo[1,5-a]pyridine-6-carboxylic acid